(S)-2-(1-aminoethyl)-3-(3-(hydroxymethyl)cyclobutyl)-5-methyl-quinazolin-4(3H)-one hydrochloride Cl.N[C@@H](C)C1=NC2=CC=CC(=C2C(N1C1CC(C1)CO)=O)C